C[C@@H]1CNC2=CC=CC(=C2N1S(=O)(=O)C1=C(C=C(C=C1)C=1C=NN(C1)C)C)C (3R)-3,5-dimethyl-4-[2-methyl-4-(1-methylpyrazol-4-yl)phenyl]sulfonyl-2,3-dihydro-1H-quinoxaline